2-(2-((2,5-dichloropyrimidin-4-yl)amino)phenyl)-1,2-thiazinane 1,1-dioxide ClC1=NC=C(C(=N1)NC1=C(C=CC=C1)N1S(CCCC1)(=O)=O)Cl